CN1N=C(C2=C1C(N(CC2)CC2(CC2)S(=O)(=O)C2(COC(OC2)(C)C)C)=O)C(=O)O 1-methyl-7-oxo-6-((1-((2,2,5-trimethyl-1,3-dioxan-5-yl)sulfonyl)cyclopropyl)methyl)-4,5,6,7-tetrahydro-1H-pyrazolo[3,4-c]pyridine-3-carboxylic acid